9,9'-(5-(4,6-diphenyl-1,3,5-triazin-2-yl)-1,3-phenylene)bis(3-(dibenzo[b,d]thiophen-1-yl)-9H-carbazole) C1(=CC=CC=C1)C1=NC(=NC(=N1)C1=CC=CC=C1)C=1C=C(C=C(C1)N1C2=CC=CC=C2C=2C=C(C=CC12)C1=CC=CC=2SC3=C(C21)C=CC=C3)N3C2=CC=CC=C2C=2C=C(C=CC32)C3=CC=CC=2SC1=C(C23)C=CC=C1